P(=O)(O)(O)O.C(C(=O)F)(=O)F Difluoro-oxalic acid phosphate